[I-].C(CCCCCCCCCCC)OC(CCCCC[N+](C)(C)C)=O 6-(Dodecyloxy)-N,N,N-trimethyl-6-oxohexan-1-aminium iodide